4-(2-fluorophenyl)pentanamide FC1=C(C=CC=C1)C(CCC(=O)N)C